2-O-hydroxyisobutyl-3-O-(1-octyl-2-hydroxyethyl)ascorbic acid OOC=1C(=O)O[C@@](C1OC(CO)CCCCCCCC)([C@@H](O)CO)CC(C)C